NC1=C(C=C(C=N1)NC(C(=O)N1[C@H](CC[C@@H](C1)C)C1=CC(=CC=C1)C1CCN(CC1)C)=O)C N-(6-amino-5-methyl-3-pyridyl)-2-[(2R,5S)-5-methyl-2-[3-(1-methyl-4-piperidyl)phenyl]-1-piperidyl]-2-oxo-acetamide